4-{[1-(4-bromophenyl)-2,2,2-trifluoroethyl]Amino}naphthalene-1-carboxylic acid tert-butyl ester C(C)(C)(C)OC(=O)C1=CC=C(C2=CC=CC=C12)NC(C(F)(F)F)C1=CC=C(C=C1)Br